COC1=C(C=CC=C1C1=NN(C=N1)C)NC1=NC(=NC=C1C(=O)O)NC(C)C=1C(=NN(C1C)C)C 4-(2-methoxy-3-(1-methyl-1H-1,2,4-triazol-3-yl)phenylamino)-2-(1-(1,3,5-trimethyl-1H-pyrazol-4-yl)ethylamino)pyrimidine-5-carboxylic acid